N,N-diethylglycine hydrochloride CCN(CC)CC(=O)O.Cl